C(C)(C)(C)OC(=O)N1CCC(CC1)C=1N=CNC1 4-(1H-imidazol-4-yl)piperidine-1-carboxylic acid tert-butyl ester